NCCCC1(CCCCC1)CCCN di(3-aminopropyl)cyclohexane